BrC1=C(C=C(C(=C1)OCCCl)Br)OCCCl 1,4-Dibromo-2,5-bis(2-chloroethoxy)benzene